(2-methylmorpholino)(3-(2-(6-(methylsulfonyl)pyridin-3-yl)furo[3,2-b]pyridin-7-yl)phenyl)methanone CC1OCCN(C1)C(=O)C1=CC(=CC=C1)C1=C2C(=NC=C1)C=C(O2)C=2C=NC(=CC2)S(=O)(=O)C